tert-Butyl(5-bromo-2-(hydroxymethyl)thiophen-3-yl) carbamate C(N)(OC1=C(SC(=C1C(C)(C)C)Br)CO)=O